BrC1=NN=C2N1CCOC1=C2C=CC=C1 bromo-5,6-dihydrobenzo[f][1,2,4]triazolo[4,3-d][1,4]oxazepine